1,2-Dimethyl-3-oxo-5-(1-phenylethoxycarbonylamino)-1,2-dihydropyrazol CN1N(C(C=C1NC(=O)OC(C)C1=CC=CC=C1)=O)C